BrC1=CC(=C(C=C1)NC=1C(=C(C=NC1)CC1=C(C(=NC=C1)NS(=O)(=O)C)F)C)F N-[4-({5-[(4-bromo-2-fluorophenyl)amino]-4-methylpyridin-3-yl}methyl)-3-fluoropyridin-2-yl]methanesulfonamide